ethyl-tertiary butylamine C(C)NC(C)(C)C